C=C1C2CC(CC1)C2 methylidenebicyclo[3.1.1]heptane